C1(=CC=CC=C1)CC[C@@H]([C@@H](C=C)CSC1=CC=C(C=C1)C)O (3S,4R)-1-phenyl-4-((p-tolylthio)methyl)hex-5-en-3-ol